(4-methoxypyrimidin-5-yl)methanol COC1=NC=NC=C1CO